2-amino-6-borono-2-(3-(4-(trifluoromethylthio)phenoxy)propyl)hexanoic acid NC(C(=O)O)(CCCCB(O)O)CCCOC1=CC=C(C=C1)SC(F)(F)F